BrC(C(O)(O)[N+](=O)[O-])C Bromonitropropandiol